C(C)OC(C(=O)N(C(C)C)C1=C(C=CC(=C1)Br)C(CC)=O)=O ((5-bromo-2-propionylphenyl)(isopropyl)amino)-2-oxoacetic acid ethyl ester